6-Fluoro-4-methyl-1-(1-(4-(trifluoromethoxy)benzoyl)piperidin-4-yl)-1,4-dihydroquinoxaline FC=1C=C2N(C=CN(C2=CC1)C1CCN(CC1)C(C1=CC=C(C=C1)OC(F)(F)F)=O)C